2-(2,3-Dihydro-benzo[1,4]dioxin-2-ylmethoxy)-9-(2-morpholin-4-yl-2-oxo-ethoxy)-6,7-dihydro-pyrimido[6,1-a]isoquinolin-4-one O1C(COC2=C1C=CC=C2)COC2=NC(N1C(C3=CC=C(C=C3CC1)OCC(=O)N1CCOCC1)=C2)=O